O1CC(C1)C(=O)N1CC2=C(CC1)SC(=C2)C2=NOC(=N2)C(F)(F)F oxetan-3-yl(2-(5-(trifluoromethyl)-1,2,4-oxadiazol-3-yl)-6,7-dihydrothieno[3,2-c]pyridin-5(4H)-yl)methanone